(R)-1-((dimethylamino)methyl)-4-((1-methyl-1H-pyrazol-4-yl)methyl)-N-(1-methylcyclopropyl)-5-oxo-1,2,4,5-tetrahydroimidazo[1,2-a]quinazoline-7-sulfonamide CN(C)C[C@@H]1CN=C2N1C1=CC=C(C=C1C(N2CC=2C=NN(C2)C)=O)S(=O)(=O)NC2(CC2)C